C(C=1C(O)=CC=CC1)(=O)OCC\C=C/CC cis-3-Hexenyl Salicylate